C(C)(C)(C)C1=CC=C(C=C1)C(C(F)(F)F)(O)C1=NC2=C(N1CC)C=C(C=C2)C 1-(4-tert-butylphenyl)-1-(1-ethyl-6-methyl-1H-benzo[d]Imidazol-2-yl)-2,2,2-trifluoroethanol